2-(2-((5-(3-(aminomethyl)phenyl)-1-cyclohexyl-1H-indazol-3-yl)methoxy)phenyl)acetic acid NCC=1C=C(C=CC1)C=1C=C2C(=NN(C2=CC1)C1CCCCC1)COC1=C(C=CC=C1)CC(=O)O